ClC1=CC(=NC=C1)CC1N(C(C2=CC=CC=C12)=O)CC1=CC2=C(NC(O2)=O)C=C1 6-((1-((4-chloropyridin-2-yl)methyl)-3-oxoisoindolin-2-yl)methyl)benzo[d]oxazol-2(3H)-one